cis-N-(4-chloro-3-(3-hydroxycyclobutyl)phenyl)-3-methyl-6-azabicyclo[3.1.1]heptane-6-carboxamide ClC1=C(C=C(C=C1)NC(=O)N1C2CC(CC1C2)C)[C@@H]2C[C@@H](C2)O